N-[(3R,6S)-6-[5-[(cis)-3-(trifluoromethoxy)cyclobutyl]-1,3,4-oxadiazol-2-yl]tetrahydropyran-3-yl]acetamide FC(O[C@H]1C[C@H](C1)C1=NN=C(O1)[C@@H]1CC[C@H](CO1)NC(C)=O)(F)F